2-chloro-5-(2,6-difluorophenyl)-6H-pyrimido[1,6-b]pyridazin-6-one ClC=1C=CC=2N(N1)C=NC(C2C2=C(C=CC=C2F)F)=O